ClC1=C(CNC2=NC=C(C=N2)C(=O)N2CCC23COC3)C=CC=C1Cl (2-((2,3-dichlorobenzyl)amino)pyrimidin-5-yl)(6-oxa-1-azaspiro[3.3]hept-1-yl)methanone